(2,4,6-trimethylbenzoyl)stannane CC1=C(C(=O)[SnH3])C(=CC(=C1)C)C